[Pt+2].ClC=1C(=C2CCC1C2)Cl Dichloro(norbornadiene) platinum (II)